coumarin-one O1C(=O)C(CC2=CC=CC=C12)=O